ClC=1C=C(C=NC1)C=1C=NC(=CC1)NC(C(C)(C)C=1N=C(SC1)NS(=O)(=O)C1CC1)=O N-(5'-chloro-[3,3'-bipyridin]-6-yl)-2-(2-(cyclopropanesulfonamido)thiazol-4-yl)-2-methylpropanamide